N1(CCN(CCN(CCN(CC1)CC(=O)O)CC(=O)O)CC(=O)O)CC(=O)O.[Gd] gadolinium 1,4,7,10-tetraazacyclododecane-1,4,7,10-tetraacetic acid